tert-butyl (2R,5S)-4-[7-(2-cyano-5-fluoro-4-pyridinyl)spiro[6H-pyrrolo[2,3-d]pyrimidine-5,1'-cyclobutane]-4-yl]-2,5-dimethylpiperazine-1-carboxylate C(#N)C1=NC=C(C(=C1)N1CC2(CCC2)C2=C1N=CN=C2N2C[C@H](N(C[C@@H]2C)C(=O)OC(C)(C)C)C)F